methyl (S)-2-(4-(tert-butoxy)-2-((tert-butyldimethylsilyl)oxy)-4-oxobutanamido)-5-methylthiophene-3-carboxylate C(C)(C)(C)OC(C[C@@H](C(=O)NC=1SC(=CC1C(=O)OC)C)O[Si](C)(C)C(C)(C)C)=O